(S)-3-(benzyl-((R)-1-phenylethyl)amino)-3-(2',4'-difluoro-6-methylbiphenyl-3-yl)propionic acid ethyl ester C(C)OC(C[C@@H](C=1C=C(C(=CC1)C)C1=C(C=C(C=C1)F)F)N([C@H](C)C1=CC=CC=C1)CC1=CC=CC=C1)=O